FC=1C(=C(C=CC1F)[C@H]1[C@@H](O[C@]([C@H]1CC)(C(F)(F)F)C)C(=O)NC1=CC(=NC=C1)C(=O)N)OC 4-((2R,3S,4S,5R)-3-(3,4-difluoro-2-methoxyphenyl)-4-ethyl-5-methyl-5-(trifluoromethyl)tetrahydrofuran-2-carboxamido)picolinamide